Chloronicotinic acid ClC1=C(C(=O)O)C=CC=N1